ClC=1C=C(C=CC1C1CC1)C=1C=C2CCC(C2=CC1)N1CC(C1)C(=O)O 1-(5-(3-chloro-4-cyclopropylphenyl)-2,3-dihydro-1H-inden-1-yl)azetidine-3-carboxylic acid